N-(2-((2-((3S,4R)-4-(tert-butoxy)-3-fluoropiperidin-1-yl)pyridin-4-yl)amino)-8-isopropyl-5-((2R,3S)-2-methyl-3-((methylsulfonyl)methyl)azetidin-1-yl)quinazolin-7-yl)acrylamide C(C)(C)(C)O[C@H]1[C@H](CN(CC1)C1=NC=CC(=C1)NC1=NC2=C(C(=CC(=C2C=N1)N1[C@@H]([C@H](C1)CS(=O)(=O)C)C)NC(C=C)=O)C(C)C)F